ClC=1C=C(C(=O)N2[C@@H](C=3C(=NN4C3C=3C(C[C@@H](C4)C(=O)NC)=CON3)CC2)C)C=CC1Cl (5S,12R)-11-(3,4-dichlorobenzoyl)-N,12-dimethyl-5,6,9,10,11,12-hexahydro-4H-isoxazolo[3,4-c]pyrido[4',3':3,4]pyrazolo[1,5-a]azepine-5-carboxamide